[1-(4-chloro-3-fluorophenyl)-2-hydroxyethyl]-3-fluoroisonicotinamide ClC1=C(C=C(C=C1)C(CO)C=1C(=C(C(=O)N)C=CN1)F)F